1-(((6-(3,3-difluoroazetidin-1-yl)pyridin-2-yl)methyl)-1H-1,2,3-triazol-4-yl)-N-(4-methoxybenzyl)thieno[3,2-d]Pyrimidine-2-amine FC1(CN(C1)C1=CC=CC(=N1)CN1N=NC(=C1)N1C(N=CC2=C1C=CS2)NCC2=CC=C(C=C2)OC)F